7-fluoro-4-(2-methylpyridin-4-yl)isoindolin-1-one FC=1C=CC(=C2CNC(C12)=O)C1=CC(=NC=C1)C